N=1N=CN2C1C=CC(=C2)C2=C(C=1CCCC1C=C2)N 5-([1,2,4]triazolo[4,3-a]pyridin-6-yl)-2,3-dihydro-1H-inden-4-amine